C1=CC=CC=2C3=CC=CC=C3C(C12)COC(=O)N([C@H](C(=O)O)CC(C)C)C (2S)-2-[9H-fluoren-9-ylmethoxycarbonyl-(methyl)amino]-4-methylpentanoic acid